2-methyl-1-[(8S)-8-hydroxy-4-methylsulfanyl-5,6,7,8-tetrahydroquinazolin-2-yl]indole-4-carbonitrile CC=1N(C=2C=CC=C(C2C1)C#N)C1=NC=2[C@H](CCCC2C(=N1)SC)O